FC1=C(N)C=C(C(=C1)OC)S(=O)(=O)N1C=CC2=CC=CC(=C12)F 2-fluoro-5-((7-fluoro-1H-indol-1-yl)sulfonyl)-4-methoxyaniline